(S)-(4-(4-chloropyrazolo[1,5-a]pyridin-2-yl)-6,7-dihydro-1H-imidazo[4,5-c]pyridin-5(4H)-yl)(5-(pyridin-3-yl)-1,3,4-oxadiazol-2-yl)methanone ClC=1C=2N(C=CC1)N=C(C2)[C@H]2N(CCC1=C2N=CN1)C(=O)C=1OC(=NN1)C=1C=NC=CC1